ClC1=C(OC2CC3(CN(C3)C(=O)N3C[C@H](CC3)N3C=NN=C3)C2)C=CC(=C1)F [6-(2-Chloro-4-fluoro-phenoxy)-2-azaspiro[3.3]heptan-2-yl]-[(3S)-3-(1,2,4-triazol-4-yl)pyrrolidin-1-yl]methanone